4-{3-[(3R,4S)-3,4-dihydroxypyrrolidin-1-yl]-3-oxoprop-1-yn-1-yl}-2'-(trifluoromethyl)[1,1'-biphenyl]-2-carboxamide O[C@@H]1CN(C[C@@H]1O)C(C#CC=1C=C(C(=CC1)C1=C(C=CC=C1)C(F)(F)F)C(=O)N)=O